NC=1C=CC(=C(C1)NC(CCCO[Si](C1=CC=CC=C1)(C1=CC=CC=C1)C(C)(C)C)=O)N1CCN(CCC1)C N-[5-amino-2-(4-methyl-1,4-diazepan-1-yl)phenyl]-4-[(tert-butyldiphenylsilyl)oxy]butanamide